C(C)[C@@H]1N(CCOC1)C=1C(=NC(=NC1)C1=CC=C2C(=N1)C=C(N2)C)C2=CC(=CC=C2CN(S(=O)(=O)C)C)OC 6-{[(3S)-3-ethylmorpholin-4-yl]-2-(2-methyl-1H-pyrrolo[3,2-b]pyridin-5-yl)pyrimidin-4-yl}-N-[(4-methoxyphenyl)methyl]-N-methylmethanesulfonamide